(1s,2s)-2-(5-tert-butoxycarbonylamino-pyridin-2-yl)-cyclopropanecarboxylic acid ethyl ester C(C)OC(=O)[C@@H]1[C@H](C1)C1=NC=C(C=C1)NC(=O)OC(C)(C)C